CC=1C2=C3C=CC1C(C1=CC=C4CCN(C(C5=CC=C(CCCCCN3N=N2)C=C5)=O)CC4=C1)CC(=O)OCC Ethyl [32-methyl-20-oxo-8,9,10,21-tetrazahexacyclo[19.5.3.216,19.13,7.06,10.024,28]dotriaconta-1(26),3(32),4,6,8,16,18,24,27,30-decaen-2-yl]acetate